methyl 1-(methylsulfonyl)-4-vinylindoline-6-carboxylate CS(=O)(=O)N1CCC2=C(C=C(C=C12)C(=O)OC)C=C